C(/C1=CC=CC=C1)=N\NC1=CC=CC=C1 (E)-1-benzylidene-2-phenylhydrazine